ClC=1C(=C(C=CC1Cl)[C@H](NC(=O)N1[C@@H](C(NCC1)=O)C)C=1C=NC(=CC1)C(F)(F)F)F |o1:8| (2R)-N-((R or S)-(3,4-dichloro-2-fluoro-phenyl)(6-(trifluoro-methyl)pyridin-3-yl)methyl)-2-methyl-3-oxopiperazine-1-carboxamide